CC1=NN=C(S1)Br 5-methyl-2-bromo-1,3,4-thiadiazole